N-(2,4-Dimethoxybenzyl)-N-(1-(2-methoxy-4-(propylsulfonamido)phenyl)-6-(pyrazolo[1,5-a]pyrimidin-3-yl)-1H-pyrazolo[4,3-c]pyridin-3-yl)-3-(4-methylpiperazin-1-yl)propanamide COC1=C(CN(C(CCN2CCN(CC2)C)=O)C2=NN(C3=C2C=NC(=C3)C=3C=NN2C3N=CC=C2)C2=C(C=C(C=C2)NS(=O)(=O)CCC)OC)C=CC(=C1)OC